FC1(CC(C1)C(=O)NC=1C=CC(=NC1)C=1N=NN(C1NC(O[C@H](C)C=1C(=NC=C(C1)F)C)=O)C)F (R)-1-(5-fluoro-2-methylpyridin-3-yl)ethyl (4-(5-(3,3-difluorocyclobutane-1-carboxamido)pyridin-2-yl)-1-methyl-1H-1,2,3-triazol-5-yl)carbamate